3-[(Z)-N-[3-(Aminomethyl)-3,5,5-trimethylcyclohexyl]-C-hydroxy-carbonimidoyl]benzoic acid NCC1(CC(CC(C1)(C)C)\N=C(/O)\C=1C=C(C(=O)O)C=CC1)C